C(C)OC1=C(C=NC(=C1)OCC1=CC=C(C=C1)OC)C1=CC(=C(C=C1)CC(=O)N)F 2-(4-(4-ethoxy-6-((4-methoxybenzyl)oxy)pyridin-3-yl)-2-fluorophenyl)acetamide